C(#N)C=1C=C2C=NN(C2=CC1C=1C=2C(=NN(C2C=CC1)CC(=O)OCC)C1CC2(CN(C2)C(=O)OC(C)(C)C)C1)C tert-butyl 6-[5'-cyano-1-(ethoxycarbonylmethyl)-1'-methyl-1H,1'H-4,6'-biindazolyl-3-yl]-2-aza-2-spiro[3.3]heptanecarboxylate